(S)-1-acetyl-4-methylcyclohex-3-en-1-yl benzoate C(C1=CC=CC=C1)(=O)O[C@@]1(CC=C(CC1)C)C(C)=O